FC1=C(CNC(=O)[C@]2(C=3C=CC=NC3[C@@H](CC2)O)F)C=CC(=C1)F (5S,8R)-N-(2,4-difluoro-benzyl)-5-fluoro-8-hydroxy-5,6,7,8-tetrahydro-quinoline-5-carboxamide